(S)-N-(2-(1-cyclopropyl-2-hydroxy-2-methylpropyl)-3-oxoisoindolin-4-yl)-2,3-dihydro-[1,4]dioxino[2,3-b]pyridine-8-carboxamide C1(CC1)[C@@H](C(C)(C)O)N1CC2=CC=CC(=C2C1=O)NC(=O)C1=C2C(=NC=C1)OCCO2